4-ethoxy-4-(trifluoromethyl)piperidine C(C)OC1(CCNCC1)C(F)(F)F